[O-]S(=O)(=O)C(F)(F)F.C(CCCCCCCC)[NH+]1CC(CC1)CCC 1-Nonyl-3-propylpyrrolidinium triflate